tert-butyl (4-(aminomethyl)pyrimidin-2-yl)(tert-butoxycarbonyl)carbamate NCC1=NC(=NC=C1)N(C(OC(C)(C)C)=O)C(=O)OC(C)(C)C